2,2'-bis(5-phenyl-2-indenyl)biphenyl C1(=CC=CC=C1)C=1C=C2C=C(CC2=CC1)C1=C(C=CC=C1)C1=C(C=CC=C1)C=1CC2=CC=C(C=C2C1)C1=CC=CC=C1